2-((benzoyloxy)methyl)-5-(2,4-dioxo-3,4-dihydropyrimidin-1(2H)-yl)tetrahydrofuran-3,4-diyl diacetate C(C)(=O)OC1C(OC(C1OC(C)=O)N1C(NC(C=C1)=O)=O)COC(C1=CC=CC=C1)=O